F[C@H]1[C@H](C1)C(=O)C1=NN(C2=C1C=NC=1C=CC(=CC21)C(=O)NNC)C ((1R,2R)-2-fluorocyclopropane-1-carbonyl)-N',1-dimethyl-1H-pyrazolo[4,3-c]quinoline-8-carbohydrazide